FC1(CCN(CC1)C=1C=C(C=C2C=CC=NC12)NC(C1=C(C=C(C=C1)S(NCCO)(=O)=O)N1CCC2(CC2)CC1)=O)F N-(8-(4,4-difluoropiperidin-1-yl)quinolin-6-yl)-4-((2-hydroxyethyl)sulfamoyl)-2-(6-azaspiro[2.5]octan-6-yl)benzamide